7-(difluoromethyl)-1-[6-(1-methoxypiperidin-4-yl)-1,2,3,4-tetrahydroisoquinolin-8-yl]-6-(1-methylpyrazol-4-yl)-3,4-dihydro-2H-quinoline FC(C1=C(C=C2CCCN(C2=C1)C=1C=C(C=C2CCNCC12)C1CCN(CC1)OC)C=1C=NN(C1)C)F